N-[4-[(E)-3-[4-[2-Hydroxyethyl(methyl)amino]phenyl]prop-2-enoyl]phenyl]cyclohexanecarboxamide OCCN(C1=CC=C(C=C1)/C=C/C(=O)C1=CC=C(C=C1)NC(=O)C1CCCCC1)C